2-((2-(6-(tert-butyl)pyrimidin-4-yl)-1H-pyrrolo[2,3-c]pyridin-5-yl)thio)-2-methylpropanoic acid C(C)(C)(C)C1=CC(=NC=N1)C1=CC=2C(=CN=C(C2)SC(C(=O)O)(C)C)N1